diethylsilyl-bis(tetramethylcyclopentadienyl)zirconium dichloride [Cl-].[Cl-].C(C)[SiH](CC)[Zr+2](C1(C(=C(C(=C1)C)C)C)C)C1(C(=C(C(=C1)C)C)C)C